4-formylbenzoic acid C(=O)C1=CC=C(C(=O)O)C=C1